4-((3-methyl-4,5,6,7-tetrahydro-1H-pyrazolo[4,3-c]pyridin-1-yl)methyl)bicyclo[2.2.2]octan-1-ol CC1=NN(C2=C1CNCC2)CC21CCC(CC2)(CC1)O